2-((5-((2,3-dihydro-1H-inden-1-yl)amino)-1,3,4-thiadiazol-2-yl)thio)acetamide C1(CCC2=CC=CC=C12)NC1=NN=C(S1)SCC(=O)N